CN1C(N(C=2N=C(N(C2C1=O)C)C=CC(=O)O)C)=O 3-(1,3,7-trimethyl-2,6-dioxo-2,3,6,7-tetrahydro-1H-purin-8-yl)acrylic acid